C(C)N1C(C=CC2=C1N=C(N=C2)SC)=O 8-ethyl-2-(methylsulfanyl)pyrido[2,3-d]pyrimidin-7(8H)-one